BrC=1C=C(N(C)C2=NC(NC3=CC(=CC=C23)Cl)=O)C=C(C1)F 4-(3-bromo-5-fluoro-N-methyl-anilino)-7-chloro-1H-quinazolin-2-one